C1(=CC(=C(C=C1)N)N)C1=CC(=C(C=C1)N)N [1,1'-biphenyl]-3,3',4,4'-tetramine